(6-methoxy-1-(2-(5-methoxy-1H-indol-3-yl)ethyl)-7-(prop-2-yn-1-yloxy)-3,4-dihydroisoquinolin-2(1H)-yl)(morpholinyl)methanone COC=1C=C2CCN(C(C2=CC1OCC#C)CCC1=CNC2=CC=C(C=C12)OC)C(=O)N1CCOCC1